ClC=1C=CC=2C(N1)=NON2 5-chloro-[1,2,5]oxadiazolo[3,4-b]pyridine